3-[4-[3-(5-chloro-1H-pyrazol-4-yl)-5-methyl-piperazin-1-yl]pyrimidin-2-yl]-6-(trifluoromethyl)imidazo[1,2-a]pyrazine ClC1=C(C=NN1)C1CN(CC(N1)C)C1=NC(=NC=C1)C1=CN=C2N1C=C(N=C2)C(F)(F)F